ethoxyethyl acrylate (2-(2-ethoxyethoxy) ETHYL ACRYLATE) C(C)OCCOCCC(C(=O)O)=C.C(C=C)(=O)OCCOCC